COCC1=C(C(=NC=C1)C1=CN=CC(=N1)C(=O)N)C(F)(F)F 6-(4-(methoxymethyl)-3-(trifluoromethyl)pyridin-2-yl)pyrazin-2-carboxamid